C(C)N1CCN(CC1)C1CCN(CC1)C1CCN(CC1)C1=C(C=NC2=CC=C(C=C12)S(=O)C)S(=O)(=O)C1=CC=C(C=C1)OCCCCCCCCCCCCCCCCCCCCCCCCCC 4-(4-(4-ethylpiperazin-1-yl)-[1,4'-bipiperidin]-1'-yl)-3-((4-(hexacosyloxy)phenyl)sulfonyl)-6-(methylsulfinyl)quinoline